BrC=1C=CC(=C(C1)C(C(=O)O)N1C(C(=C(C=C1)C(F)(F)F)CC)=O)F (5-bromo-2-fluorophenyl)[3-ethyl-2-oxo-4-(trifluoromethyl)pyridin-1-yl]acetic acid